C(C(=C)C)(=O)O.C(CCCCCCCCCCCCCCCCC)C1C(=O)NC(C1)=O octadecyl-succinimide methacrylate